(M)-3-bromo-4-((3-fluoropyridin-2-yl)methoxy)-2'-(2-(2-hydroxypropan-2-yl)pyrimidin-4-yl)-5',6-dimethyl-2H-[1,4'-bipyridin]-2-one BrC=1C(N(C(=CC1OCC1=NC=CC=C1F)C)C1=CC(=NC=C1C)C1=NC(=NC=C1)C(C)(C)O)=O